C(C)(C)(C)C1(NC(=CC=C1)C(C)(C)C)C1=NC=CC=C1 2,6-di-tert-butyl-bipyridine